OCCOCCOCCOCCN1CCN(CC1)C(=O)OC(C)(C)C 1,1-Dimethylethyl 4-[2-[2-[2-(2-hydroxyethoxy)ethoxy]ethoxy]ethyl]-1-piperazinecarboxylate